ClC=1C=C(C=NC1)[C@@H]1N(C[C@H](CC1)C)C(C(=O)NC=1C=C(C(=NC1)NC(OC(C)(C)C)=O)C)=O |r| rac-tert-butyl (5-(2-((2R,5S)-2-(5-chloropyridin-3-yl)-5-methylpiperidin-1-yl)-2-oxoacetamido)-3-methylpyridin-2-yl)carbamate